C(CCCCCN)N 1,6-hexanediamin